C(#N)C(C)(C)C=1C=CC(=NC1)C=1C(=C(C=CC1)NC1=C(N=NC(=C1)NC(=O)C1CC1)C(=O)NC([2H])([2H])[2H])OC 4-({3-[5-(1-cyano-1-methylethyl)pyridin-2-yl]-2-methoxyphenyl}amino)-6-cyclopropanecarboxamido-N-(2H3)methylpyridazine-3-carboxamide